C(C=C)N(C(=O)C1=CC(=CC(=C1)C(=O)N(CC=C)CC=C)C(=O)N(CC=C)CC=C)CC=C N1,N1,N3,N3,N5,N5-hexaallylbenzene-1,3,5-tricarboxamide